N-((5-(2-((2-(trifluoromethyl)quinazolin-4-yl)thio)acetyl)thiophen-2-yl)methyl)acetamide FC(C1=NC2=CC=CC=C2C(=N1)SCC(=O)C1=CC=C(S1)CNC(C)=O)(F)F